[Si](C)(C)(C(C)(C)C)OCCOC=1C=C(C=C(C1)C(F)(F)F)N(C(=O)C=1N=C(SC1)C#C[Si](C(C)C)(C(C)C)C(C)C)[C@H]1C(N(CC1)CC(F)(F)F)=O (R)-N-(3-(2-((tert-Butyldimethylsilyl)oxy)ethoxy)-5-(trifluoromethyl)phenyl)-N-(2-oxo-1-(2,2,2-trifluoroethyl)pyrrolidin-3-yl)-2-((triisopropylsilyl)ethynyl)thiazole-4-carboxamide